OC[C@H](C1=CC=CC=C1)NC1=CC(=NC=C1C=1OC(=NN1)C)NC1=CC=C2C(=N1)N(N(C2=O)C)C(C)C (S)-6-((4-((2-hydroxy-1-phenylethyl)amino)-5-(5-methyl-1,3,4-oxadiazol-2-yl)pyridin-2-yl)amino)-1-isopropyl-2-methyl-1,2-dihydro-3H-pyrazolo[3,4-b]pyridin-3-one